O1C(OCC1)C1=NC(=CC=C1O)CCN1CCCCC1 2-(1,3-Dioxolan-2-yl)-6-(2-(piperidin-1-yl)ethyl)pyridin-3-ol